thieno[2,3-d]-1,2,3-triazole N1=NN=C2C1=CCS2